3-tert-butyl-6-chloro-N-(2-pyridylmethyl)-[1,2,4]triazolo[4,3-b]pyridazin-8-amine C(C)(C)(C)C1=NN=C2N1N=C(C=C2NCC2=NC=CC=C2)Cl